N-(5-((6-((R)-3-(2,4-difluorophenyl)isoxazolidine-2-yl)pyrimidine-4-yl)amino)-4-methoxy-2-(4-(4-methylpiperazine-1-yl)piperidine-1-yl)phenyl)acrylamide FC1=C(C=CC(=C1)F)[C@@H]1N(OCC1)C1=CC(=NC=N1)NC=1C(=CC(=C(C1)NC(C=C)=O)N1CCC(CC1)N1CCN(CC1)C)OC